N-(3,5-dibromo-2,6-difluorophenyl)-4-fluoro-1H-pyrazole-5-carboxamide BrC=1C(=C(C(=C(C1)Br)F)NC(=O)C1=C(C=NN1)F)F